C(C=CC=CC=CC=CC=CC)=O 2,4,6,8,10-dodecapentaenal